[Cl-].C1[C@H]2[C@H](C[NH2+]1)COC=1C=CC=CC12 (3aR,9bS)-1,2,3,3a,4,9b-Hexahydrochromeno[3,4-c]pyrrol-2-ium chloride